1,1,1-tris(hydroxymethyl)-pentane OCC(CCCC)(CO)CO